nicotinoyl-arginine C(C1=CN=CC=C1)(=O)N[C@@H](CCCNC(N)=N)C(=O)O